FC1(N(CCC1)C1=CC=CC=C1)F difluoro-phenylpyrrolidine